3-chloro-1,5-naphthyridin-2-amine ClC=1C(=NC2=CC=CN=C2C1)N